CC(C(O)O)CCC(C)C 2,5-dimethyl-hexanediol